[5-[5-[(1R)-1-(3,5-dichloro-4-pyridinyl)ethoxy]-1H-indazol-3-yl]-2-pyridinyl]-2λ6-thia-8-azaspiro[4.5]decane 2,2-dioxide ClC=1C=NC=C(C1[C@@H](C)OC=1C=C2C(=NNC2=CC1)C=1C=CC(=NC1)C1S(CCC12CCNCC2)(=O)=O)Cl